OCCNC(C(C(C(F)(F)F)(F)F)(F)F)=O N-hydroxyethyl-heptafluorobutyramide